CC1=CC(=C(OC2=C(C#N)C=CC=C2)C=C1)CCC=O 2-(4-methyl-2-(3-oxopropyl)phenoxy)benzonitrile